3,3'-(1,4-phenylenedimethylene)-bis(7,7-dimethyl-2-oxobicyclo[2.2.1]hept-1-ylmethanesulfonic acid) C1(=CC=C(C=C1)CC1C(C2(CCC1C2(C)C)CS(=O)(=O)O)=O)CC2C(C1(CCC2C1(C)C)CS(=O)(=O)O)=O